(S)-(8-(3-fluorophenyl)-6-azaspiro[3.4]octan-6-yl)(3-hydroxyisoxazol-5-yl)methanone FC=1C=C(C=CC1)[C@@H]1CN(CC12CCC2)C(=O)C2=CC(=NO2)O